N-((1r,4r)-4-((3-(4-(1H-imidazol-4-yl)phenyl)-2-oxo-2,3-dihydro-1H-benzo[d]imidazol-1-yl)methyl)cyclohexyl)-5-chloro-2-methylnicotinamide N1C=NC(=C1)C1=CC=C(C=C1)N1C(N(C2=C1C=CC=C2)CC2CCC(CC2)NC(C2=C(N=CC(=C2)Cl)C)=O)=O